FC(C1=CC(=C(C=N1)C=1CCCC2=C(C1C1=CC=C(C=C1)CC1CN(C1)CCCF)C=CC=C2)C)F 8-(6-(Difluoromethyl)-4-methylpyridin-3-yl)-9-(4-((1-(3-fluoropropyl)azetidin-3-yl)methyl)phenyl)-6,7-dihydro-5H-benzo[7]annulen